FC=1C=C(C(=O)NO)C=C(C1CN1N=C(N=N1)C=1SC=CC1)F 3,5-difluoro-4-[[5-(2-thienyl)tetrazol-2-yl]methyl]benzohydroxamic acid